C(C1=CC=CC=C1)OC(=O)N1CC(CCC1)(C(=O)O)C(F)(F)F 1-((benzyloxy)carbonyl)-3-(trifluoromethyl)piperidine-3-carboxylic acid